N(=C=S)C=1C=CC(=NC1)C 5-isothiocyanato-2-methylpyridine